1-(3-((4-((5-(furan-2-yl)-2-((tetrahydro-2H-pyran-4-yl)oxy)phenyl)amino)-7-methoxyquinazoline-6-yl)oxy)azetidin-1-yl)prop-2-en-1-one O1C(=CC=C1)C=1C=CC(=C(C1)NC1=NC=NC2=CC(=C(C=C12)OC1CN(C1)C(C=C)=O)OC)OC1CCOCC1